bis(1-(ferrocenylmethyl)-3-mesitylimidazol-2-ylidene)-gold(I) [C-]1(C=CC=C1)CN1C(N(C=C1)C1=C(C=C(C=C1C)C)C)=[Au-3]=C1N(C=CN1C1=C(C=C(C=C1C)C)C)C[C-]1C=CC=C1.[CH-]1C=CC=C1.[Fe+2].[CH-]1C=CC=C1.[Fe+2]